FC1=C(C=CC=2N(C(=NC21)C)C)I 4-fluoro-5-iodo-1,2-dimethyl-1H-benzo[d]imidazole